C(C)(C)(C)C1=NC2=C(N1C)C=CC(=C2N2C[C@H](CC2)NC(OC(C)(C)C)=O)NC(=O)C2=NN(C(C=C2)=O)C2=C(C=CC=C2F)F tert-butyl N-[(3s)-1-{2-tert-butyl-5-[1-(2,6-difluorophenyl)-6-oxopyridazine-3-amido]-1-methyl-1,3-benzodiazol-4-yl}pyrrolidin-3-yl]carbamate